OC1=NN(C=C1Br)C1=C(C=C(C=C1)Cl)Cl 3-hydroxy-4-bromo-N-(2,4-dichlorophenyl)pyrazole